N1=C(C(=CC=C1)C(=O)O)C1=NC=CC=C1.[Ru] ruthenium (bipyridine)-3-carboxylic acid